tert-butyl 4-(3-((4-chloro-2-fluorobenzyl)oxy)phenyl)-3,6-dihydropyridine-1(2H)-carboxylate ClC1=CC(=C(COC=2C=C(C=CC2)C=2CCN(CC2)C(=O)OC(C)(C)C)C=C1)F